ClC1=C(C=C(CNCCCCOC2CN(C2)C2=NC3=C(C4=CN=CC=C24)C=CC=C3)C=C1)OC(F)(F)F 5-(3-(4-((4-chloro-3-(trifluoro-methoxy)benzyl)amino)butoxy)azetidin-1-yl)benzo[c][2,6]naphthyridine